C(C1=CC=CC=C1)(C1=CC=CC=C1)[C@@H]1N2C(C=3N(C1)C(=CN3)C(F)F)=C(C(C=C2)=O)O (S)-6-benzhydryl-3-(difluoromethyl)-11-hydroxy-5H-imidazo[1,2-a]pyrido[2,1-c]pyrazin-10(6H)-one